CNC(C1=NC=C(C=C1)N1CCN(CC1)CC1=CC=2NC(N(C(C2N=C1)=O)C)=O)=O N-methyl-5-(4-((3-methyl-2,4-dioxo-1,2,3,4-tetrahydropyrido[3,2-d]pyrimidin-7-yl)methyl)piperazin-1-yl)picolinamide